ClC=1SC=C(C1NC(=O)C1=CN=C(S1)NC1=NC(=NC(=C1)N1CCN(CC1)C)C)F N-(2-chloro-4-fluorothiophen-3-yl)-2-((2-methyl-6-(4-methylpiperazin-1-yl)pyrimidin-4-yl)amino)thiazole-5-carboxamide